N-propyl-N-nonyl-toluidine C(CC)N(C=1C(=CC=CC1)C)CCCCCCCCC